CN1CCC(CC1)NC1=C2C=C(N(C2=CC=C1)CC(F)(F)F)C1=NN=C(S1)CNC(=O)C=1C=C2C=NN(C2=CC1)C(=O)OC(C)(C)C Tert-butyl 5-(((5-(4-((1-methylpiperidin-4-yl)amino)-1-(2,2,2-trifluoroethyl)-1H-indol-2-yl)-1,3,4-thiadiazol-2-yl)methyl)carbamoyl)-1H-indazole-1-carboxylate